pyrogallol tris(trifluoromethanesulfonate) FC(S(=O)(=O)OC1=C(OS(=O)(=O)C(F)(F)F)C(OS(=O)(=O)C(F)(F)F)=CC=C1)(F)F